(S)-1-(3,5-bis(trifluoromethyl)phenyl)ethane-1-amine FC(C=1C=C(C=C(C1)C(F)(F)F)[C@H](C)N)(F)F